3-[7-(2-hydroxy-4,6-dimethyl-phenyl)-1,8-naphthyridin-2-yl]-1-methyl-piperidin-4-ol OC1=C(C(=CC(=C1)C)C)C1=CC=C2C=CC(=NC2=N1)C1CN(CCC1O)C